3-methyl-1,2,4-thiadiazole-5-carboxylic acid methyl ester COC(=O)C1=NC(=NS1)C